BrC=1C=NN2C1C=C(C=C2)N2N=C(C(=C2)C(=O)OCC)C(F)(F)F ethyl 1-(3-bromopyrazolo[1,5-a]pyridin-5-yl)-3-(trifluoro-methyl)pyrazole-4-carboxylate